1-methyl-3-propyl-5-butyl-melamine CN1C(N)N(C(N)N(C1N)CCCC)CCC